3-bromo-1-(3-chloropyridin-2-yl)-1H-pyrazole-5-carboxylic acid ethyl ester C(C)OC(=O)C1=CC(=NN1C1=NC=CC=C1Cl)Br